O=C1N(CCC(N1)=O)N1C(C2=CC=C(C=C2C1=O)CN1CC(C1)C1CCOC2=CC(=CC=C12)F)=O 2-(2,4-dioxotetrahydropyrimidin-1(2H)-yl)-5-((3-(7-fluorochroman-4-yl)azetidin-1-yl)methyl)isoindoline-1,3-dione